BrC=1C=CC=2C(C3=CC=C(C=C3C2C1)Br)(CCCCCCCC)CCCCCCCC 3,6-dibromo-9,9-dioctyl-9H-fluorene